N1CC(C1)C=1C=CC(=NC1)C1CC2(COC2)C1 5-(Azetidin-3-yl)-2-(2-oxaspiro[3.3]heptan-6-yl)pyridine